NC1=NNC2=NC=C(C=C21)C2=CC=C(CNC1=C(C(=O)NC3=CC=C(C=C3)F)C=C(C=N1)C(F)(F)F)C=C2 2-[4-(3-Amino-1H-pyrazolo[3,4-b]pyridin-5-yl)-benzylamino]-N-(4-fluoro-phenyl)-5-trifluoromethyl-nicotinamide